tert-butyl (2R,3S,4S)-4-[(tert-butoxycarbonyl)oxy]-2-[(4-methoxyphenyl)methyl]-3-{[2-(1,3-thiazol-4-yl)acetyl]oxy}pyrrolidine-1-carboxylate C(C)(C)(C)OC(=O)O[C@@H]1[C@H]([C@H](N(C1)C(=O)OC(C)(C)C)CC1=CC=C(C=C1)OC)OC(CC=1N=CSC1)=O